CN1CC2(C1)CN(CC2)C2=CC=C(C=C2)N2C=NC(=C2)NC=2N=CC(=NC2)C#N 5-((1-(4-(2-Methyl-2,6-diazaspiro[3.4]octan-6-yl)phenyl)-1H-imidazol-4-yl)amino)pyrazine-2-carbonitrile